(Sa)-N-[6-(5-chloro-1,3-benzoxazol-2-yl)spiro[3.3]heptan-2-yl]-1,1-dioxo-thiane-4-carboxamide ClC=1C=CC2=C(N=C(O2)C2CC3(CC(C3)NC(=O)C3CCS(CC3)(=O)=O)C2)C1